CC12CC(CCC2O1)=O 1-Methyl-7-oxabicyclo[4.1.0]heptan-3-one